FC1=C(C=C(CC2=NNC(C3=CC=CC=C23)=O)C=C1)C(=O)N1CC(C1)NCC#C 4-(4-fluoro-3-(3-(prop-2-yn-1-ylamino)azetidine-1-carbonyl)benzyl)phthalazin-1(2H)-one